N-(5-(3-fluorobenzyl)-4-methylthiazol-2-yl)-1-methyl-6-oxo-1,4,5,6-tetrahydropyridazine-3-carboxamide FC=1C=C(CC2=C(N=C(S2)NC(=O)C2=NN(C(CC2)=O)C)C)C=CC1